OCCNCC=1C=C2C(N(C(C2=CC1)=O)C=1C(=C(C=CC1)C1=CC=CC=C1)C)=O 5-(((2-Hydroxyethyl)amino)methyl)-2-(2-methyl-[1,1'-biphenyl]-3-yl)isoindole-1,3-dione